2-(((R)-1-(3-cyano-2-((S)-3,3-difluoro-2-methylpyrrolidin-1-yl)-7-methyl-4-oxo-4H-pyrido[1,2-a]pyrimidin-9-yl)ethyl)amino)benzoic acid C(#N)C1=C(N=C2N(C1=O)C=C(C=C2[C@@H](C)NC2=C(C(=O)O)C=CC=C2)C)N2[C@H](C(CC2)(F)F)C